(2S,4R)-N-{(1S)-1-cyano-2-[(3S)-2-oxopyrrolidin-3-yl]ethyl}-4-methyl-1-[3-methyl-N-(methylsulfonyl)-L-valinyl]piperidine-2-carboxamide C(#N)[C@H](C[C@H]1C(NCC1)=O)NC(=O)[C@H]1N(CC[C@H](C1)C)C([C@@H](NS(=O)(=O)C)C(C)(C)C)=O